COC=1C2=C(N=CN1)N(C=C2C2C(C2)C)C=2C=C(C(=O)O)C=CN2 2-(4-methoxy-5-(2-methylcyclopropyl)-7H-pyrrolo[2,3-d]pyrimidin-7-yl)isonicotinic acid